6-fluoro-2-nitroquinoline FC=1C=C2C=CC(=NC2=CC1)[N+](=O)[O-]